N-[[4-(hydroxymethyl)-1-[4-trifluoromethoxyphenyl]indazol-3-yl]methyl]prop-2-enamide OCC1=C2C(=NN(C2=CC=C1)C1=CC=C(C=C1)OC(F)(F)F)CNC(C=C)=O